C(CC)C1CCC(CC1)C(CO)CO 2-(4-propylcyclohexyl)-1,3-propanediol